(3r,4r)-1-(5,6-difluoro-1-(4-(trifluoromethyl)benzyl)-1H-benzoimidazol-2-yl)-4-fluoro-3-piperidinamine FC1=CC2=C(N(C(=N2)N2C[C@H]([C@@H](CC2)F)N)CC2=CC=C(C=C2)C(F)(F)F)C=C1F